CN1C(=CC=2C1=NC=C(C2)C#N)C 1,2-dimethyl-1H-pyrrolo[2,3-b]pyridine-5-carbonitrile